7-bromo-3-(2-chloro-6-fluorophenyl)-6-fluoro-4-isopropoxycinnoline BrC1=C(C=C2C(=C(N=NC2=C1)C1=C(C=CC=C1F)Cl)OC(C)C)F